FC(CCCCN1CC(CCC1)NC(C1=CC(=C(C(=C1)OC)OC)OC)=O)(C=1C=C(C=C(C1)C(F)(F)F)C1=CC=CC=C1)F N-(1-(5,5-difluoro-5-(5-(trifluoromethyl)-[1,1'-biphenyl]-3-yl)amyl)piperidine-3-yl)-3,4,5-trimethoxybenzamide